C(C)(C)(C)OC(=O)N(CC(=O)OC(C)(C)C1=CC(=C(C=C1)C(NC1=C(C(=CC(=C1)F)B1OC(C(O1)(C)C)(C)C)C)=O)F)CC 2-(3-fluoro-4-((5-fluoro-2-methyl-3-(4,4,5,5-tetramethyl-1,3,2-dioxaborolan-2-yl)phenyl)carbamoyl)phenyl)propan-2-yl N-(tert-butoxycarbonyl)-N-ethylglycinate